C(CC)NCCCS(=O)(=O)O 3-(propylamino)propanesulfonic acid